C(C1=CC=CC=C1)(C1=CC=CC=C1)N(C=1N(C(C(=C(N1)C(=O)NCC1CC1)O)=O)C)C 2-(benzhydryl(methyl)amino)-N-(cyclopropylmethyl)-5-hydroxy-1-methyl-6-oxo-1,6-dihydropyrimidine-4-carboxamide